O=C1OCCN1[C@H]1C(=NN(C1)C(=O)N[C@H](C)C=1C=NC(=C(C1)F)F)C1=CC=C(C=C1)C (R)-4-(2-oxooxazolidin-3-yl)-3-(4-methylphenyl)-N-((R)-1-(5,6-difluoropyridin-3-yl)ethyl)-4,5-dihydro-1H-pyrazole-1-carboxamide